C1(=CC=CC=C1)C(\C=C\C(=O)C1=CC=CC=C1)=O trans-1,4-diphenyl-but-2-ene-1,4-dione